4-[2-[3-[5-methyl-1-[4-(trifluoromethoxy)phenyl]pyrazol-3-yl]cyclobutoxy]ethyl]morpholine CC1=CC(=NN1C1=CC=C(C=C1)OC(F)(F)F)C1CC(C1)OCCN1CCOCC1